C(C)(C)OC(=O)C1(CC(C1)=NO)C(=O)OC(C)C.CS(=O)(=O)OCC12CN(C(C1)C2)C(=O)OC(C)(C)C tert-Butyl 4-(Methylsulfonyloxymethyl)-2-azabicyclo[2.1.1]hexane-2-carboxylate Diisopropyl-3-hydroxyiminocyclobutane-1,1-dicarboxylate